1,4-bis(vinyldimethylsilyl)piperazine C(=C)[Si](N1CCN(CC1)[Si](C)(C)C=C)(C)C